C12(CC1)NC1(CC1)CC(C2)=O spiro[4-azaspiro[2.5]octane-5,1'-cyclopropane]-7-one